triglycerin phosphate P(=O)(O)(O)O.OCC(O)CO.OCC(O)CO.OCC(O)CO